N1(CC1)P1(=NP(=NP(=N1)(N1CC1)N1CC1)(NCC(=O)OCC)NCC(=O)OCC)N1CC1 Ethyl 2-[[4,4,6,6-tetrakis(aziridin-1-yl)-2-[(2-ethoxy-2-oxoethyl)amino]-1,3,5-triaza-2λ5,4λ5,6λ5-triphosphacyclohexa-1,3,5-trien-2-yl]amino]acetate